S1N=CC2=C1C=CC(=C2)C2=CC1=C(N=C(N=C1)OCC)N(C2=O)C2=CC=C(C=C2)OC(F)F 6-(benzo[d]isothiazol-5-yl)-8-(4-(difluoromethoxy)phenyl)-2-ethoxypyrido[2,3-d]pyrimidin-7(8H)-one